P(=O)(O)(O)O.C(CCCCCCCCCCCCCCC)(=O)O.OC=1[C@H](OC(C1O)=O)[C@H](CO)O vitamin C palmitate phosphate